NC=1C2=C(N=CN1)C(=NC(=C2)NCC2CC2)C=2C(=C(C=CC2C)O)C (R)-3-(4-amino-6-((cyclopropylmethyl)amino)pyrido[3,4-d]pyrimidin-8-yl)-2,4-dimethylphenol